CC=1C=CC(=C(C=O)C1)N 5-methyl-o-aminobenzaldehyde